(1S,2S,3S,6R)-6-((3-cyclohexylpropyl)amino)-4-(fluoromethyl)cyclohex-4-ene-1,2,3-triol C1(CCCCC1)CCCN[C@@H]1C=C([C@@H]([C@@H]([C@H]1O)O)O)CF